2-(10-acryloyl-3-(3-chloro-2-(trifluoromethyl)phenyl)-4-fluoro-7-methyl-8-oxo-8,8a,9,10,11,12-hexahydro-7H-pyrazino[1',2':4,5]pyrazino[2,3-c][1,6]naphthyridin-11-yl)acetonitrile C(C=C)(=O)N1CC2N(C3=C(C=NC4=C(C(=NC=C34)C3=C(C(=CC=C3)Cl)C(F)(F)F)F)N(C2=O)C)CC1CC#N